CC[C@H]1C(=O)N(CC(=O)N([C@H](C(=O)N[C@H](C(=O)N([C@H](C(=O)N[C@H](C(=O)N[C@@H](C(=O)N([C@H](C(=O)N([C@H](C(=O)N([C@H](C(=O)N([C@H](C(=O)N1)[C@H]2[C@@H](CC(O2)CCO)C)C)C(C)C)C)CC(C)C)C)CC(C)C)C)C)C)CC(C)C)C)C(C)C)CC(C)C)C)C The molecule is a cyclosporin A derivative that is cyclosporin A metabolite M17 in which the hydroxy group at position 3 of residue 1 [(2S,3R,4R,6E)-3,8-dihydroxy-4-methyl-2-(methylamino)oct-6-enamide] has undergone addition to the double bond at position 6 to afford the corresponding dioxolane ring. It has a role as a drug metabolite. It is a cyclosporin A derivative and a member of oxolanes. It derives from a cyclosporin A metabolite M17.